1-(oxan-3-yl)butane-1,3-dione O1CC(CCC1)C(CC(C)=O)=O